BrC=1C=C(C(N(C1CBr)C1=CC=CC=C1)=O)C(=O)OCC Ethyl 5-bromo-6-(bromomethyl)-2-oxo-1-phenyl-1,2-dihydropyridine-3-carboxylate